trimethylphenyl format C(=O)OC1=C(C(=C(C=C1)C)C)C